alpha-monoisostearyl glyceryl ether CC(C)CCCCCCCCCCCCCCCOCC(CO)O